trans-2,2-dimethyl-N-(1-methyl-4-(1-methyl-1H-pyrazol-4-yl)pyrrolidin-3-yl)-3-((3-methylpyridin-2-yl)oxy)propionamide CC(C(=O)N[C@@H]1CN(C[C@H]1C=1C=NN(C1)C)C)(COC1=NC=CC=C1C)C